FC=1C(=NC(=NC1)NC=1N=NC(=CC1)C1CCN(CC1)C(C)C)C1=C(C=2C(N(CC3(C2S1)CC3)C)=O)C 2'-(5-Fluoro-2-((6-(1-isopropylpiperidin-4-yl)pyridazin-3-yl)amino)pyrimidin-4-yl)-3',5'-dimethyl-5',6'-dihydro-4'H-spiro[cyclopropane-1,7'-thieno[3,2-c]pyridin]-4'-one